ClC=1C=C(C=C(C1)NS(=O)(=O)C)NC(=O)C=1C=NN(C1)C1=NC=C(C=C1OCC=1C=NC=CC1)N1CCOCC1 N-(3-chloro-5-(methylsulfonamido)phenyl)-1-(5-morpholino-3-(pyridin-3-ylmethoxy)pyridin-2-yl)-1H-pyrazole-4-carboxamide